[Pd+2].C(C)(C)(C)P(C(C)(C)C)C(C)(C)C tri-tertbutylphosphine palladium (II)